C(=N)N.[I-].[NH4+] ammonium iodide formamidine salt